O=C1NC(CCC1N1C(C2=CC=CC(=C2C1)SCCOCCN1CCC(CC1)C1CCNC=2N1N=C(C2C(=O)N)C2=CC=C(C=C2)OC2=CC=CC=C2)=O)=O 7-(1-(2-(2-((2-(2,6-dioxopiperidin-3-yl)-1-oxoisoindoline-4-yl)thio)ethoxy)ethyl)piperidin-4-yl)-2-(4-phenoxyphenyl)-4,5,6,7-tetrahydropyrazolo[1,5-a]pyrimidine-3-carboxamide